FC=1C=CC(=C(C(=O)NCC2=CC=C(C=C2)N2N=CC(=C2C(=O)N)[N+](=O)[O-])C1)OC (4-((5-fluoro-2-methoxybenzoylamino)methyl)phenyl)-4-nitro-1H-pyrazole-5-carboxamide